4,6-dichloro-N-(4,4-dimethyl-1,4-azasilinan-1-yl)-1H-indole-2-carboxamide ClC1=C2C=C(NC2=CC(=C1)Cl)C(=O)NN1CC[Si](CC1)(C)C